C(C)(=O)N1C(C(C2=C(C=CC=C12)I)(F)F)=O 1-acetyl-3,3-difluoro-4-iodoindolin-2-one